9-((6-(4,4-Difluoropiperidin-1-yl)pyridin-3-yl)sulfonyl)-2-neopentyl-2,9-diazaspiro[5.5]undecane FC1(CCN(CC1)C1=CC=C(C=N1)S(=O)(=O)N1CCC2(CCCN(C2)CC(C)(C)C)CC1)F